ethyl 6-((1-(cyclopropylsulfonyl)cyclopropyl)methyl)-1-methyl-7-oxo-4,5,6,7-tetrahydro-1H-pyrazolo[3,4-c]pyridine-3-carboxylate C1(CC1)S(=O)(=O)C1(CC1)CN1C(C2=C(CC1)C(=NN2C)C(=O)OCC)=O